C(C)C=1C(=CC=C2C=C(C=C(C12)C=1C=2C(C=3C(=NC(=NC3C1C)S(=O)(=O)CC)N1CCOCC(C1)(O)C)=CN(N2)C)OCOC)F 4-[4-[8-ethyl-7-fluoro-3-(methoxymethoxy)-1-naphthyl]-7-ethylsulfonyl-2,5-dimethyl-pyrazolo[4,3-f]quinazolin-9-yl]-6-methyl-1,4-oxazepan-6-ol